2-(3-hydrazineyl-3-oxopropyl)-N-(1-(2-(1-methyl-1H-pyrazol-4-yl)quinolin-4-yl)cyclopropyl)benzamide Ethyl-2-(5-(4-isopropylnaphthalen-1-yl)thiophen-2-ylsulfanyl)-2-methylpropionate C(C)OC(C(C)(C)SC=1SC(=CC1)C1=CC=C(C2=CC=CC=C12)C(C)C)=O.N(N)C(CCC1=C(C(=O)NC2(CC2)C2=CC(=NC3=CC=CC=C23)C=2C=NN(C2)C)C=CC=C1)=O